(R-4-(6-Amino-4-methoxy-pyridin-3-yl)-2-hydroxymethyl-piperazin-1-yl)-(4-methoxy-5-phenoxy-pyridin-2-yl)-methanone NC1=CC(=C(C=N1)N1C[C@@H](N(CC1)C(=O)C1=NC=C(C(=C1)OC)OC1=CC=CC=C1)CO)OC